(3R)-3-methyl-4-(3-(3-methyl-1-(tetrahydro-2H-pyran-2-yl)-1H-pyrazol-5-yl)-7-(1-methyl-1H-pyrazol-5-yl)isothiazolo[4,5-b]pyridin-5-yl)morpholine C[C@H]1N(CCOC1)C1=CC(=C2C(=N1)C(=NS2)C2=CC(=NN2C2OCCCC2)C)C2=CC=NN2C